tetrabromobisphenol A diethoxyacrylate C(C)OC(=CC(=O)O)OCC.BrC1=C(C(=C(C(=C1O)Br)Br)C(C)(C)C1=CC=C(C=C1)O)Br